C1(CC1)C1=C(C(=NO1)C1=C(C=CC=C1Cl)Cl)CO[C@H]1[C@@H]2CN([C@H](C1)C2)C2=CC(=C(C(=O)OC(C)(C)C)C=C2)F tert-butyl 4-[(1S,4S,5R)-5-[[5-cyclopropyl-3-(2,6-dichlorophenyl)-1,2-oxazol-4-yl]methoxy]-2-azabicyclo[2.2.1]heptan-2-yl]-2-fluorobenzoate